COC1=CC(=C(C=C1NC1=NC=NC(=C1)N1OCC[C@@H]1C1=CC(=CC=C1)OC1=CC=CC=C1)NC(C=C)=O)N1CCSCC1 (R)-N-(4-methoxy-5-((6-(3-(3-phenoxyphenyl)isoxazolidin-2-yl)pyrimidin-4-yl)amino)-2-thiomorpholinophenyl)acrylamide